(2-fluoro-3-{6-oxo-4-[5-(trifluoromethyl)pyridin-2-yl]-1,6-dihydropyrimidin-2-yl}-4-(trifluoromethyl)benzyl)-[1,1'-biphenyl]-4-carboxamide FC1=C(CC2=C(C=CC(=C2)C(=O)N)C2=CC=CC=C2)C=CC(=C1C=1NC(C=C(N1)C1=NC=C(C=C1)C(F)(F)F)=O)C(F)(F)F